N-benzyl-2-[(7-trifluoromethylquinolin-4-yl)amino]benzamide C(C1=CC=CC=C1)NC(C1=C(C=CC=C1)NC1=CC=NC2=CC(=CC=C12)C(F)(F)F)=O